C(CCCCC)[P](CCCCCCCC)(CCCCCC)CCCCCC trihexyloctylphosphorus